4-(benzyloxy)pyridin-2-ol C(C1=CC=CC=C1)OC1=CC(=NC=C1)O